tert-butyl (6aR,8R)-8-(benzyloxy)-2-(3-fluoro-2-methoxyphenyl)-6a-methyl-6a,7,8,9-tetrahydropyrrolo[1',2':4,5]pyrazino[2,3-c]pyridazine-5(6H)-carboxylate C(C1=CC=CC=C1)O[C@@H]1C[C@]2(N(C=3C(=NN=C(C3)C3=C(C(=CC=C3)F)OC)N(C2)C(=O)OC(C)(C)C)C1)C